N[C@]1([C@H](CCC1)CC1CC1)COC1=C(C#N)C(=CC(=C1)C1=CN=C2N1C(=CC=C2)OC)OC 2-(((1R,2R)-1-Amino-2-(cyclopropylmethyl)cyclopentyl)methoxy)-6-methoxy-4-(5-methoxyimidazo[1,2-a]pyridin-3-yl)benzonitrile